4-((1r,4s)-4-(3-bromophenoxy)cyclohexyl)butanal BrC=1C=C(OC2CCC(CC2)CCCC=O)C=CC1